BrC=1C(N(N(C(C1Br)=O)CCC(=O)NC1=NC=2C=CC=CC2C2=C1N=C(S2)CCC)C)=O 3-(4,5-dibromo-2-methyl-3,6-dioxopyridazin-1-yl)-N-(2-propylthiazolo[4,5-c]quinolin-4-yl)propanamide